2-methoxy-4-(methylsulfonyl)-N-(3-(9-nitro-5,6-dihydro-4H-pyrrolo[3,2,1-ij]quinolin-2-yl)prop-2-yn-1-yl)aniline COC1=C(NCC#CC2=CC=3C(=CC=C4CCCN2C34)[N+](=O)[O-])C=CC(=C1)S(=O)(=O)C